C(CC(C)C)N(C=1SC=C(N1)C1=NC(=CC(=N1)N)N)C=1C=C(C=CC1C)C1=CC=C(C=C1)CCN1CCN(CC1)C 2-(2-(iso-Pentyl(4-methyl-4'-(2-(4-methylpiperazin-1-yl)ethyl)-[1,1'-biphenyl]-3-yl)amino)thiazol-4-yl)pyrimidine-4,6-diamine